C[C@H]1[C@H]([C@H]([C@@H]([C@@H](O1)O[C@@H]2[C@H]([C@@H](O[C@@H]([C@H]2O[C@H]3[C@@H]([C@H]([C@H]([C@H](O3)CO)O)O[C@H]4[C@@H]([C@H]([C@@H]([C@H](O4)CO)O[C@H]5[C@@H]([C@H]([C@H]([C@H](O5)CO)O)O[C@H]6[C@@H]([C@H]([C@@H]([C@H](O6)CO)O[C@H]7[C@@H]([C@H]([C@H]([C@H](O7)CO)O)O)O)O[C@H]8[C@H]([C@@H]([C@@H]([C@@H](O8)C)O)O)O)NC(=O)C)O)O[C@H]9[C@H]([C@@H]([C@@H]([C@@H](O9)C)O)O)O)NC(=O)C)O)CO)O)NC(=O)C)O)O)O The molecule is a trimeric branched amino oligosaccharide consisting of three repeating units of beta-D-Gal-(1->4)-[alpha-L-Fuc-(1->3)]-beta-D-GlcNAc joined by (1->3)-linkages. It has a role as an epitope.